C(C)(C)(C)C1=CC(=C(C(O)=C1)O)C 5-tert-butyl-3-methyl-catechol